ClC=1C=C(C(=O)O)C=C(C1OC)S(NC1=C(C=C(C(=C1)C=1N(C2=CC=CC=C2C1)CCCO)F)F)(=O)=O 3-chloro-5-[[2,4-difluoro-5-[1-(3-hydroxypropyl)indol-2-yl]phenyl]sulfamoyl]-4-methoxybenzoic acid